OB(C1=CC=C(C=C1)CN1C=C(C2=CC(=CC=C12)C(=O)O)C)O 1-((4-(dihydroxyboranyl)phenyl)methyl)-3-methylindol-5-carboxylic acid